ClN1C(N(C(C1(C)C)=O)Cl)=O 1,3-bisChloro-5,5-dimethylimidazolidine-2,4-dione